C(C)(C)(C)OC(=O)CCCCOC=1C2=CC=CC=C2C(=C2C=CC=CC12)OCCCCC(=O)OC(C)(C)C 9,10-bis(tert-butoxycarbonylbutyleneoxy)anthracene